6-(4-(1-(5-chloropyridin-2-yl)-3,3-dimethyl-2,3-dihydro-1H-pyrrolo[3,2-b]pyridine-5-carbonyl)-3,3-dimethylpiperazin-1-yl)-2,4-dimethylnicotinic acid ClC=1C=CC(=NC1)N1CC(C2=NC(=CC=C21)C(=O)N2C(CN(CC2)C2=NC(=C(C(=O)O)C(=C2)C)C)(C)C)(C)C